NC=1C2=C(N=C(N1)OCCCC)N(C(=C2)C#N)CC2=C(C=C(CN1CCN(CC1)CCNC([C@H](O)C1CC1)=O)C=C2)OC (R)-N-(2-(4-(4-((4-amino-2-butoxy-6-cyano-7H-pyrrolo[2,3-d]pyrimidin-7-yl)methyl)-3-methoxybenzyl)piperazin-1-yl)ethyl)-2-cyclopropyl-2-hydroxyacetamide